ClC=1C=C(C=C(C1)C)NC(=O)C1=C(N(C(=C1C)C(C(N[C@H]1CNC(C1)=O)=O)=O)C)C (R)-N-(3-chloro-5-methylphenyl)-1,2,4-trimethyl-5-(2-oxo-2-((5-oxopyrrolidin-3-yl)amino)acetyl)-1H-pyrrole-3-carboxamide